8,8'-(((1S,4S)-4-(HYDROXYMETHYL)CYCLOHEXYL)AZANEDIYL)BIS(N,N-DIDECYLOCTANAMIDE) OCC1CCC(CC1)N(CCCCCCCC(=O)N(CCCCCCCCCC)CCCCCCCCCC)CCCCCCCC(=O)N(CCCCCCCCCC)CCCCCCCCCC